5-Bromo-2-methoxy-N-[6-(1-methyl-piperidine-4-carbonyl)-pyridin-2-yl]-benzamide BrC=1C=CC(=C(C(=O)NC2=NC(=CC=C2)C(=O)C2CCN(CC2)C)C1)OC